NC(C(C(C[C@H]1C(NCC1)=O)NC([C@H](CC(C)C)NC(\C=C\C1=C(C=C(C=C1)Cl)F)=O)=O)=O)=O (2S)-N-(4-amino-3,4-dioxo-1-((S)-2-oxopyrrolidin-3-yl)butan-2-yl)-2-((E)-3-(4-chloro-2-fluorophenyl)acrylamido)-4-methylpentanamide